[4-(2-Bromothiazol-5-yl)-3-(tert-butylsulfamoyl)phenyl]Acetamide BrC=1SC(=CN1)C1=C(C=C(C=C1)CC(=O)N)S(NC(C)(C)C)(=O)=O